4-(2-(4-(5-chloro-2-cyanophenyl)-5-methoxy-2-oxopyridin-1(2H)-yl)-2-fluoroacetamido)-2-fluorobenzene ClC=1C=CC(=C(C1)C1=CC(N(C=C1OC)C(C(=O)NC1=CC(=CC=C1)F)F)=O)C#N